trimethyl((3-methylcyclohex-1-en-1-yl)oxy)silane C[Si](OC1=CC(CCC1)C)(C)C